1-phenethyl-2,4,6-trihydroxybenzene C(CC1=CC=CC=C1)C1=C(C=C(C=C1O)O)O